C1(=CC=CC2=CC=CC=C12)/C=C/C(=O)N1C(OC[C@@H]1C1=CC=CC=C1)=O (S,E)-3-(3-(naphth-1-yl)acryloyl)-4-phenyloxazolidine-2-one